FC1=C(C=CC=C1)C1=C(C=C(C=C1)CNC)NS(=O)(=O)C1=C(C=CC=C1)C N-(2'-fluoro-4-((methylamino)methyl)-[1,1'-biphenyl]-2-yl)-2-methylbenzenesulfonamide